FC1=C(C=C(C=C1)C(=O)N1[C@@H](C=2N(CC1)C(=NN2)C2=NC(=NS2)N2CCCC2)C)[2H] (R)-(4-Fluorophenyl-3-d)(8-methyl-3-(3-(pyrrolidin-1-yl)-1,2,4-thiadiazol-5-yl)-5,6-dihydro-[1,2,4]triazolo[4,3-a]pyrazin-7(8H)-yl)methanone